Ethyl 4-cyclopropyl-2-oxobutyrate C1(CC1)CCC(C(=O)OCC)=O